ClC1=CC=C(C=C1)C1=NN(C(C=C1)=O)CCC(=O)O 3-[3-(4-chlorophenyl)-6-oxopyridazin-1-yl]propanoic acid